(R)-(6-(1H-indazol-5-yl)thieno[2,3-b]pyridin-2-yl)(tetrahydro-2H-pyran-4-yl)methanol N1N=CC2=CC(=CC=C12)C1=CC=C2C(=N1)SC(=C2)[C@H](O)C2CCOCC2